4-(5-((tert-butylsulfinyl)imino)octahydropentalen-2-yl)-N-(3-chloro-4-fluorophenyl)-1-methyl-1H-imidazole-5-carboxamide C(C)(C)(C)S(=O)N=C1CC2CC(CC2C1)C=1N=CN(C1C(=O)NC1=CC(=C(C=C1)F)Cl)C